C(CC(C)C)(=O)CC1C(CCC1=O)=O 2-isovalerylmethyl-1,3-cyclopentanedione